(S)-4-((1S,3R)-3-(1-isopropyl-3-(2-(trifluoromethyl)pyrimidin-5-yl)-1H-1,2,4-triazol-5-yl)cyclopentyl)-2-methylmorpholine C(C)(C)N1N=C(N=C1[C@H]1C[C@H](CC1)N1C[C@@H](OCC1)C)C=1C=NC(=NC1)C(F)(F)F